ClC1=CC=C(C=C1)CS(=O)(=O)NC1=C(C=C(C=C1F)C1=CC2=C(N=C(N=C2)NC2CCC(CC2)N(C)C)N(C1=O)C(C)C)F 1-(4-Chlorophenyl)-N-(4-(2-(((1r,4r)-4-(dimethylamino)cyclohexyl)amino)-8-isopropyl-7-oxo-7,8-dihydropyrido[2,3-d]pyrimidin-6-yl)-2,6-difluorophenyl)methanesulfonamide